(2S)-2-[[(3S,5R)-3,5-dimethylmorpholine-4-carbonyl]amino]-4-[2-phenoxyethyl-[4-(5,6,7,8-tetrahydro-1,8-naphthyridin-2-yl)butyl]amino]butanoic acid C[C@@H]1N([C@@H](COC1)C)C(=O)N[C@H](C(=O)O)CCN(CCCCC1=NC=2NCCCC2C=C1)CCOC1=CC=CC=C1